(2E)-3-fluoro-2-({[2-(4-methoxypiperidin-1-yl)pyrimidin-5-yl]oxy}methyl)prop-2-en-1-aminium 4-methylbenzenesulfonate CC1=CC=C(C=C1)S(=O)(=O)[O-].F/C=C(\C[NH3+])/COC=1C=NC(=NC1)N1CCC(CC1)OC